N-methyl-4-(4-(3-(3-((3-(trifluoromethyl)benzyl)oxy)phenyl)ureido)phenoxy)pyridine CN1CC=C(C=C1)OC1=CC=C(C=C1)NC(=O)NC1=CC(=CC=C1)OCC1=CC(=CC=C1)C(F)(F)F